[2H]C([2H])([2H])C([2H])([2H])C([2H])([2H])C([2H])([2H])C([2H])([2H])C([2H])([2H])C([2H])([2H])C([2H])([2H])C([2H])([2H])C([2H])([2H])C([2H])([2H])C([2H])([2H])C([2H])([2H])C([2H])([2H])C([2H])([2H])C([2H])([2H])C([2H])([2H])C([2H])([2H])C([2H])([2H])C([2H])([2H])C([2H])([2H])C([2H])([2H])[2H] n-docosane-d46